[C@H]12CN(C[C@H](CC1)N2)C=2C1=C(N=C(N2)OC([2H])([2H])C23CCCN3CCC2)C(=C(N=C1)C1=C(C=CC(=C1)C(=C)C)CC)F 4-((1R,5S)-3,8-diazabicyclo[3.2.1]octan-3-yl)-7-(2-ethyl-5-(prop-1-en-2-yl)phenyl)-8-fluoro-2-((tetrahydro-1H-pyrrolizin-7a(5H)-yl)methoxy-d2)pyrido[4,3-d]pyrimidine